(1R,3S)-3-[1-(2-methylprop-2-yl)-5-{[2-(2-methylprop-2-yl)-1,1-dioxo-3,4-dihydro-2H-1λ6-benzo[2,1-e][1,2]thiazin-5-yl]amino}pyrazol-3-yl]cyclopentyl (prop-2-ylamino)methanoate CC(C)NC(=O)O[C@H]1C[C@H](CC1)C1=NN(C(=C1)NC1=CC=CC2=C1CCN(S2(=O)=O)C(C)(C)C)C(C)(C)C